Fluoroneroic acid FCC(=CCC\C(=C/C(=O)O)\C)C